6-(3-amino-3-methyl-8-azabicyclo[3.2.1]oct-8-yl)-3-(naphthalene-2-yl)-1H-pyrazolo[3,4-d]Pyrimidine-4-carboxamide NC1(CC2CCC(C1)N2C2=NC(=C1C(=N2)NN=C1C1=CC2=CC=CC=C2C=C1)C(=O)N)C